The molecule is an acetate ester obtained by the formal condensation of (3,4-dimethoxyphenyl)methanol (veratryl alcohol) with acetic acid. It is an acetate ester and a dimethoxybenzene. It derives from a (3,4-dimethoxyphenyl)methanol. CC(=O)OCC1=CC(=C(C=C1)OC)OC